C(#C)[C@H]1CN=C2N1C1=CC=C(C=C1C(N2C([2H])([2H])C=2C=NN(C2)C)=O)S(=O)(=O)NC2(CC2)C (S)-1-ethynyl-4-((1-methyl-1H-pyrazol-4-yl)methyl-d2)-N-(1-methylcyclopropyl)-5-oxo-1,2,4,5-tetrahydroimidazo[1,2-a]quinazoline-7-sulfonamide